N(=[N+]=[N-])N1[C@@H](CCC1)C(=O)O (4R)-azido-L-proline